CC1(OC2=CC=CC(=C2CC1)CN1CCC2(CC1)COC1=CC=3C(N(CC3C=C12)C1C(NC(CC1)=O)=O)=O)C 3-(1'-((2,2-dimethylchroman-5-yl)methyl)-7-oxo-5,7-dihydro-2H,6H-spiro[furo[2,3-f]isoindole-3,4'-piperidin]-6-yl)piperidine-2,6-dione